dihydro-3'H-spiro[cyclobutane-1,4'-isoquinoline]-3'-one C1NC(C2(C3=CC=CC=C13)CCC2)=O